NC1=NC=NN2C1=C(C=C2C=2C=CC(=C(C(=O)N[C@@H]1CN(C[C@@H]1F)C(=O)OC(C)(C)C)C2)NC)C(F)(F)F tert-butyl (3R,4S)-3-(5-(4-amino-5-(trifluoromethyl)pyrrolo[2,1-f][1,2,4]triazin-7-yl)-2-(methylamino)benzamido)-4-fluoropyrrolidine-1-carboxylate